2,6-diethyloct-7-en-2-ol C(C)C(C)(CCCC(C=C)CC)O